NC=1C(=NC=C(N1)N1CCC2(CCCC2N)CC1)SC=1C(=C(C=CC1)N1[C@@H]2N(C(C=C1O)=O)CCCC2)Cl (R)-N-(3-((3-Amino-5-(1-amino-8-azaspiro[4.5]decan-8-yl)pyrazin-2-yl)thio)-2-chlorophenyl)-2-hydroxy-4-oxo-6,7,8,9-tetrahydro-4H-pyrido[1,2-a]pyrimidin